5-methanesulfonyl-2-{[3-(4-{[(1R,4R)-4-{2-oxa-6-azaspiro[3.3]heptan-6-yl}cyclohexyl]amino}-1-(2,2,2-trifluoro-ethyl)-1H-indol-2-yl)prop-2-yn-1-yl]amino}phenol CS(=O)(=O)C=1C=CC(=C(C1)O)NCC#CC=1N(C2=CC=CC(=C2C1)NC1CCC(CC1)N1CC2(COC2)C1)CC(F)(F)F